2-chloro-5,5-dimethyl-1,3,2-dioxaphosphine ClP1OCC(CO1)(C)C